NC1=CC=C(N=N1)C1C[C@@H]2N(CC1)C(OC2)=O (8aS)-7-(6-Aminopyridazin-3-yl)-hexahydro-1H-[1,3]oxazolo[3,4-a]pyridin-3-one